C(CCCCCCC)(=O)[NH+](C(CCCCCCC)=O)C(CCCCCCC)=O tricaprylylammonium